OCCN(C[C@H](O)[C@@H](O)[C@H](O)[C@H](O)CO)C N-hydroxyethyl-N-methyl-D-glucamine